4-(3-(3-(4,7-Diazaspiro[2.5]octan-7-yl)pyrrolidin-1-yl)-5-fluoro-7,9-dihydrofuro[3,4-f]quinazolin-6-yl)-2-amino-7-fluorothieno[3,2-c]pyridine-3-carbonitrile C1CC12NCCN(C2)C2CN(CC2)C2=NC=1C(=C(C3=C(C1C=N2)COC3)C3=NC=C(C2=C3C(=C(S2)N)C#N)F)F